N[C@H](C(=O)OC1C(OC2=C(C1)C=CC=C2)(C)C)C 2,2-dimethyl-3,4-dihydro-2H-1-benzopyran-3-yl (2S)-2-aminopropanoate